1,6-dimercapto-n-hexane SCCCCCCS